1-((4-(5-(4-isopropoxy-3-(trifluoromethyl)phenyl)-1,2,4-oxadiazol-3-yl)naphthalen-1-yl)methyl)azetidine-3-carboxylic acid C(C)(C)OC1=C(C=C(C=C1)C1=NC(=NO1)C1=CC=C(C2=CC=CC=C12)CN1CC(C1)C(=O)O)C(F)(F)F